BrC1=CC=C(CN2C(=NC(=C2)C2=CC=CC=C2)C2=CC=C(C=C2)Br)C=C1 1-(4-bromobenzyl)-2-(4-bromophenyl)-4-phenyl-1H-imidazole